C1(CCCCC1)[NH2+]C1CCCCC1.C(=O)(OC(C)(C)C)N([C@@H](CC1=CC=C(C=C1)OC)C(=O)[O-])C Boc-N-methyl-O-methyl-L-tyrosine dicyclohexylammonium salt